ClC=1C=C(C=C2C=C(N=NC12)NC(OC(C)C)=O)C=1C=NN(C1)C isopropyl N-[8-chloro-6-(1-methylpyrazol-4-yl)cinnolin-3-yl]carbamate